ClC1=C(C=C(C=C1)N=C=O)N=C=O 1-chloro-2,4-diisocyanatobenzene